FC1(C(CCC1)OC1=CC(=CC2=C1C(N1[C@@H](CO2)C[C@H](C1)O)=O)C)F (2R,11aR)-6-((2,2-Difluorocyclopentyl)oxy)-2-hydroxy-8-methyl-2,3,11,11a-tetrahydro-1H,5H-benzo[f]pyrrolo[2,1-c][1,4]oxazepin-5-one